C(C)O[Si](CCCNCCC[Si](OCC)(OCC)OCC)(OCC)OCC bis[gamma-(triethoxysilyl)propyl]amine